1',8-dimethyl-2H-spiro[imidazo[1,5-a]pyridine-3,3'-piperidine]-1,5-dione CN1CC2(CCC1)NC(C=1N2C(C=CC1C)=O)=O